COC(CC1[C@@H]2CN(C[C@H]12)C1=NC(=NC(=C1)C(F)(F)F)Cl)=O 2-((1R,5S,6s)-3-(2-chloro-6-(trifluoromethyl)pyrimidin-4-yl)-3-azabicyclo[3.1.0]hex-6-yl)acetic acid methyl ester